2-(5-(2,7-diazaspiro[3.5]nonan-2-yl)-1,3,4-thiadiazol-2-yl)-5-(1-methyl-1H-pyrazol-4-yl)phenol C1N(CC12CCNCC2)C2=NN=C(S2)C2=C(C=C(C=C2)C=2C=NN(C2)C)O